C1(=CC(=CC=C1)N1C(C2=CC=CC=C2C(N1)=O)=O)C 2-(m-tolyl)-2,3-dihydro-phthalazine-1,4-dione